(2S)-3-azido-1,1,1-trifluoro-2-[5-fluoro-6-(4-fluorophenyl)-4-(1-hydroxy-1-methyl-ethyl)-2-pyridyl]propan-2-ol N(=[N+]=[N-])C[C@](C(F)(F)F)(O)C1=NC(=C(C(=C1)C(C)(C)O)F)C1=CC=C(C=C1)F